C(C)(C)(C)OC(=O)N1CC=2N(CCCC1)N=C(C2)C(=O)[O-] 5-tert-butoxycarbonyl-6,7,8,9-tetrahydro-4H-pyrazolo[1,5-a][1,4]diazocine-2-carboxylate